magnesium aluminum lanthanum salt [La].[Al].[Mg]